1-(4-aminophenyl)propan-1-ol NC1=CC=C(C=C1)C(CC)O